ClC1=C(CNC(=O)C=2C(=C3C=CC(=NC3=CN2)N2C[C@@H](N(CC2)C(=O)OC(C)(C)C)CO)O)C=CC(=C1)C#N tert-butyl (R)-4-(6-((2-chloro-4-cyanobenzyl)carbamoyl)-5-hydroxy-1,7-naphthyridin-2-yl)-2-(hydroxymethyl)piperazine-1-carboxylate